9-methoxy-6-methyl-6-phenyl-5,6-dihydrophenanthridine COC1=CC=C2C(NC=3C=CC=CC3C2=C1)(C1=CC=CC=C1)C